NC1=NC=2C=CC(=CC2C2=C1C=NN2C)C(=O)N(C2CCCC1=CN(N=C21)C=2C=NN(C2)C)C 4-amino-N,1-dimethyl-N-(2-(1-methylpyrazol-4-yl)-4,5,6,7-tetrahydro-2H-indazol-7-yl)-1H-pyrazolo[4,3-c]quinoline-8-carboxamide